[Na+].[Na+].N(=C=S)C=1C=C(C(=CC1)C=CC=1C(=CC(=CC1)N=C=S)S(=O)(=O)[O-])S(=O)(=O)[O-] 4,4'-Diisothiocyano-2,2'-stilbenedisulfonic Acid, Disodium Salt